(2-((2-(2,6-dioxopiperidin-3-yl)-1,3-dioxoisoindolin-5-yl)amino)ethyl)picolinamide O=C1NC(CCC1N1C(C2=CC=C(C=C2C1=O)NCCC=1C(=NC=CC1)C(=O)N)=O)=O